C(C=C)(=O)N1C[C@H](CC1)N1N=C(C(=C1NC)C(=O)N)C#CC1=CC(=CC(=C1)OC)OC (S)-1-(1-acryloylpyrrolidine-3-yl)-3-((3,5-dimethoxyphenyl)ethynyl)-5-(methylamino)-1H-pyrazole-4-carboxamide